N-lauroyl-aminopropyl-glycine C(CCCCCCCCCCC)(=O)N(CC(=O)O)CCCN